2,7-Dihydroxy-5-(piperazin-1-yl)-2,3-dihydro-1,4-benzodioxine OC1COC2=C(O1)C=C(C=C2N2CCNCC2)O